ClC1=C(C(=CC=C1Cl)F)[C@]1(CN(CC1)C(C=C)=O)NC=1C=C2C(N(C=NC2=C(C1)F)C=1NN=CC1)=O 6-{[(3R)-3-(2,3-Dichloro-6-fluorophenyl)-1-(prop-2-enoyl)pyrrolidin-3-yl]amino}-8-fluoro-3-(2H-pyrazol-3-yl)quinazolin-4-one